OC1CC(C1)NC(OC(C)(C)C)=O tert-butyl 3-hydroxycyclobutyl-carbamate